6-aminoflavone NC=1C=C2C(C=C(OC2=CC1)C1=CC=CC=C1)=O